ClC=1C(=C2N=C(N=C3C2=C(O[C@H]([C@@H]2[C@@H]4CC[C@H](CN32)N4C(=O)OCCCC)C)N1)SC)F butyl (5S,5aS,6S,9R)-2-chloro-1-fluoro-5-methyl-12-(methylthio)-5a,6,7,8,9,10-hexahydro-5H-4-oxa-3,10a,11,13,14-pentaaza-6,9-methanonaphtho[1,8-ab]heptalene-14-carboxylate